hydroxypropyl sulfide bis(3-mercaptobutyrate) SC(CC(=O)O)C.SC(CC(=O)O)C.OCCCSCCCO